(4-chlorophenyl)(pyridine-2-yl)methanol ClC1=CC=C(C=C1)C(O)C1=NC=CC=C1